C(CC#C)ON1C(C2=CC=CC=C2C1=O)=O 2-(but-3-yn-1-yloxy)isoindoline-1,3-dione